ClC1=CC=C2C(=N1)NC([C@]2(C)C2=C(C=CC(=C2)Cl)OC)=O (3S)-6-chloro-3-(5-chloro-2-methoxyphenyl)-3-methyl-1H-pyrrolo[2,3-b]pyridin-2(3H)-one